4-chloro-1-bromodibenzofuran ClC1=CC=C(C2=C1OC1=C2C=CC=C1)Br